4-(2-hydroxyethoxy)chalcone OCCOC1=CC=C(C=C1)\C=C\C(=O)C1=CC=CC=C1